2-methyl-1-(5-{[5-(trifluoromethyl)pyrimidin-2-yl]oxy}-1H-benzimidazol-1-yl)propan-2-ol CC(CN1C=NC2=C1C=CC(=C2)OC2=NC=C(C=N2)C(F)(F)F)(C)O